ClC=1C=C(C=CC1)C1=C(N=CC(=N1)CN1N=CC=C1)OCC 1-{[6-(3-Chlorophenyl)-5-ethoxypyrazin-2-yl]methyl}-1H-pyrazole